CC1=C(N=C(C(=N1)C)C)C TETRAMETHYLPYRAZINE